CON(C(=O)C1=CC2=C(C=CCCC2)C=C1)C N-methoxy-N-methyl-6,7-dihydro-5H-benzo[7]annulene-3-carboxamide